C(C)(=O)N1CC2=CC=C(C=C2C1)N(C(CNC1=NC(=CC(=C1C#N)C(F)(F)F)C(F)(F)F)=O)C N-(2-acetylisoindolin-5-yl)-2-((3-cyano-4,6-bis(trifluoromethyl)pyridin-2-yl)amino)-N-methylacetamide